acryloxyoctyl-methyl-dimethoxysilane C(C=C)(=O)OCCCCCCCC[Si](OC)(OC)C